C[C@@H]1N(C2=CC=CC=C2[C@@H](C1)NC1CCC(CC1)NC(OC(C)(C)C)=O)C(CC)=O tert-butyl ((1R,4r)-4-(((2S,4R)-2-methyl-1-propionyl-1,2,3,4-tetrahydroquinolin-4-yl)amino)cyclohexyl)carbamate